pyridazino[3,4-b]indol N1=NC=CC2=C1NC1=CC=CC=C21